(R)-N-(4-(3-(isoquinolin-3-ylamino)pyrrolidine-1-carbonyl)phenyl)propionamide C1=NC(=CC2=CC=CC=C12)N[C@H]1CN(CC1)C(=O)C1=CC=C(C=C1)NC(CC)=O